N1(CCC1)C=1C=C(C=CC1)N1C=C2C(N(N=CC2=C1)C1=NC=CC=C1)=O 6-(3-(Azetidin-1-yl)phenyl)-2-(pyridin-2-yl)-2,6-dihydro-1H-pyrrolo[3,4-d]pyridazin-1-one